ClC1=C(C=C(OCC(=O)N[C@H]2CO[C@@H](OC2)C=2N=NN(C2)C2=CC=C(C=C2)Cl)C=C1)F 2-(4-chloro-3-fluorophenoxy)-N-[trans-2-[1-(4-chlorophenyl)-1H-1,2,3-triazol-4-yl]-1,3-dioxan-5-yl]Acetamide